1-amino-3-bromopyridine 2,4,6-trimethylbenzenesulfonate CC1=C(C(=CC(=C1)C)C)S(=O)(=O)O.NN1CC(=CC=C1)Br